CC=1C=C(C=CC1OC1=CC2=C(N(C=N2)C)C=C1)NC=1C2=C(N=CN1)C=NC(=N2)OC2CC(C2)NC N-(3-methyl-4-((1-methyl-1H-benzo[d]imidazol-5-yl)oxy)phenyl)-6-((1R,3R)-3-(methylamino)cyclobutoxy)pyrimido[5,4-d]pyrimidin-4-amine